thorium helium 4-amino-2-(4-(tert-butyl)piperidin-1-yl)-6-methylpyrimidine-5-carboxylic acid NC1=NC(=NC(=C1C(=O)O)C)N1CCC(CC1)C(C)(C)C.[He].[Th]